(4,5-dihydroxy-9,10-dioxo-9,10-dihydro-anthracene-2-carbonyl)leucine ethyl ester C(C)OC([C@@H](NC(=O)C1=CC=2C(C3=CC=CC(=C3C(C2C(=C1)O)=O)O)=O)CC(C)C)=O